ClC1=CC(=NC2=CC=C(C=C12)OC)C1=CC=C(C=C1)OC 4-chloro-6-methoxy-2-(4-methoxyphenyl)quinoline